4,4'-(4-bromophenyl)methylenebis(3-methyl-1-(4-(2-trifluoromethylphenyl)thiazol-2-yl)-1H-pyrazol-5-ol) BrC1=CC=C(C=C1)C(C=1C(=NN(C1O)C=1SC=C(N1)C1=C(C=CC=C1)C(F)(F)F)C)C=1C(=NN(C1O)C=1SC=C(N1)C1=C(C=CC=C1)C(F)(F)F)C